(S or R)-2-(5-bromopyridin-2-yl)-N-((R)-((S)-7-(1-methyl-1H-pyrazol-4-yl)-2,3-dihydro-1H-pyrido[2,3-b][1,4]oxazin-3-yl)(phenyl)methyl)propan-1-amine BrC=1C=CC(=NC1)[C@H](CN[C@H](C1=CC=CC=C1)[C@@H]1CNC2=C(O1)N=CC(=C2)C=2C=NN(C2)C)C |o1:7|